2,2-difluoro-1-(5-fluoropyridin-2-yl)but-3-en-1-ol FC(C(O)C1=NC=C(C=C1)F)(C=C)F